N-(3-(2-((2-methoxy-4-(piperazin-1-yl)phenyl)amino)-5-methyl-7-oxopyrido[2,3-d]pyrimidin-8(7H)-yl)phenyl)acrylamide COC1=C(C=CC(=C1)N1CCNCC1)NC=1N=CC2=C(N1)N(C(C=C2C)=O)C=2C=C(C=CC2)NC(C=C)=O